BrC1=C(C(=CC2=C1C[C@](O2)(C2=CC=CC=C2)C2N(C2)S(=O)C(C)(C)C)F)Cl 2-((S)-4-bromo-5-chloro-6-fluoro-2-phenyl-2,3-dihydrobenzofuran-2-yl)-1-(tert-butylsulfinyl)aziridine